FC1=C(C=C(C(=C1)OC)S(=O)(=O)N1C=CC2=CC=CC=C12)NC(=O)C1=C(C(=O)O)C=CC=C1 2-{[2-fluoro-5-(indole-1-sulfonyl)-4-methoxyphenyl]carbamoyl}benzoic acid